3-amino-6-(2-amino-6-methylpyridin-4-yl)-5-(4-fluorophenyl)-N-(2-methoxyphenylmethyl)pyrazine-2-carboxamide NC=1C(=NC(=C(N1)C1=CC=C(C=C1)F)C1=CC(=NC(=C1)C)N)C(=O)NCC1=C(C=CC=C1)OC